(4,6-dichloropyridin-2-yl)(4-fluorophenyl)methanone ClC1=CC(=NC(=C1)Cl)C(=O)C1=CC=C(C=C1)F